3-amino-3-(4-fluoro-3-methyl-phenyl)pyrrolidine-1-carboxylic acid benzyl ester hydrochloride Cl.C(C1=CC=CC=C1)OC(=O)N1CC(CC1)(C1=CC(=C(C=C1)F)C)N